N-(6-amino-5-cyclopropylpyridin-3-yl)-2-(2-(4-fluorophenyl)-4-isobutyl-5-methylpiperazin-1-yl)-2-oxoacetamide NC1=C(C=C(C=N1)NC(C(=O)N1C(CN(C(C1)C)CC(C)C)C1=CC=C(C=C1)F)=O)C1CC1